CC=1SC(=C(C1)[N+](=O)[O-])Br methyl-5-bromo-4-nitrothiophene